1-(N-morpholinyl)-3-phenylbut-3-ene N1(CCOCC1)CCC(=C)C1=CC=CC=C1